(5s,7s)-7-fluoro-5-phenyl-6,7-dihydro-5H-pyrrolo[1,2-b][1,2,4]triazol-2-thiol F[C@H]1C[C@H](N2N=C(N=C21)S)C2=CC=CC=C2